Cl.BrC=1C=C(C=CC1I)N1C[C@H](CC1)N (S)-1-(3-Bromo-4-iodophenyl)pyrrolidin-3-amine hydrochloride